bis[3-(dimethylamino)propyl]perylene-3,4,9,10-tetracarboxylic acid diimide CN(CCCC1=C(C=2C3=CC=C(C=4C(=CC=C(C5=CC=C(C(=C1C(O)=N)C52)C(O)=N)C43)C(=O)O)C(=O)O)CCCN(C)C)C